C1=CC=CC=2CCC3=C4CCCC4CCC3C12 7,9,11,12,13,15,16,17-octahydro-6H-cyclopenta[a]phenanthrene